FC=1C(=CC(=C2C=C(NC12)C(=O)OC)C1=C(C=CC=C1)F)C1=CCCN(C1)C(CCN1N=NC=C1)=O methyl 7-fluoro-4-(2-fluorophenyl)-6-[1-[3-(triazol-1-yl)propanoyl]-3,6-dihydro-2H-pyridin-5-yl]-1H-indole-2-carboxylate